COC=1C=C(C=C(C1OC)OC)C=1C=C2C(=NC1)NC=C2 5-(3,4,5-trimethoxyphenyl)-1H-pyrrolo[2,3-b]pyridine